ClC=1C(=C(N)C=CC1OC1CCC1)F 3-chloro-4-(cyclobutoxy)-2-fluoro-aniline